N[C@]1(C[C@H](CC1)CC)COC1=C(C#N)C(=CC(=C1)C1=CN=C2N1C(=CC=C2)OC)OC 2-(((1r,3s)-1-amino-3-ethylcyclopentyl)methoxy)-6-methoxy-4-(5-methoxyimidazo[1,2-a]pyridin-3-yl)benzonitrile